7-bromoheptyl (E)-3-pentyltridec-2-enoate C(CCCC)\C(=C/C(=O)OCCCCCCCBr)\CCCCCCCCCC